C(C)(C)(C)OC(=O)N1CCN(CC1)C=1C=NC(=CC1)NC(=NC(=O)OC(C)(C)C)NC(=O)OC(C)(C)C 4-(6-(2,3-bis(tert-butoxycarbonyl)guanidino)pyridin-3-yl)piperazine-1-carboxylic acid tert-butyl ester